SC(C(=O)[O-])C 2-mercaptopropanoate